C1=CC=CC=2C3=CC=CC=C3N(C12)C1=CC=CC=C1C=O N-carbazolebenzaldehyde